C(N)(OCC1=C(C(=CC=C1)C(F)(F)F)C1=CC(=CC=C1)CO)=O ((3'-(hydroxymethyl)-6-(trifluoromethyl)-[1,1'-biphenyl]-2-yl) methyl) carbamate